4-(4-chlorophenyl)-3-(2-methoxyphenyl)-1H-pyrazol-5-amine ClC1=CC=C(C=C1)C=1C(=NNC1N)C1=C(C=CC=C1)OC